tert-butyl (3S)-3-fluoro-4-hydroxy-4-methylpiperidine-1-carboxylate F[C@H]1CN(CCC1(C)O)C(=O)OC(C)(C)C